(R)-8-(imidazo[1,2-a]pyrazin-8-yl)-3-(2-(6-methyl-2-oxo-4-(1-phenylethoxy)pyridin-1(2H)-yl)ethyl)-1,3,8-triazaspiro[4.5]decane-2,4-dione N=1C=CN2C1C(=NC=C2)N2CCC1(C(N(C(N1)=O)CCN1C(C=C(C=C1C)O[C@H](C)C1=CC=CC=C1)=O)=O)CC2